C(C)(C)OC1=CC=2N(C=C1C(=O)NC=1C=NN3C1N=CC=C3)C=C(N2)[C@@]23CO[C@@](CC2)(C3)C 7-isopropoxy-2-((1S,4R)-1-methyl-2-oxabicyclo[2.2.1]heptan-4-yl)-N-(pyrazolo[1,5-a]pyrimidin-3-yl)imidazo[1,2-a]pyridine-6-carboxamide